2,4-dihydroxynaphthalene OC1=CC2=CC=CC=C2C(=C1)O